[(1r,3r)-3-(trifluoromethyl)cyclobutyl]urea FC(C1CC(C1)NC(=O)N)(F)F